1-(tert-butyl) 3-methyl (S)-3-(2-((1-methoxy-3-methyl-1-oxobutan-2-yl)amino)ethyl)azetidine-1,3-dicarboxylate COC([C@H](C(C)C)NCCC1(CN(C1)C(=O)OC(C)(C)C)C(=O)OC)=O